C(C)N(C=1C=C2CN(C(C2=CC1)=O)C1C(NC(CC1)=O)=O)[C@@H]1[C@@H](CCCC1)NCC 3-(5-(ethyl((1S,2R)-2-(ethylamino)cyclohexyl)amino)-1-oxoisoindolin-2-yl)piperidine-2,6-dione